4-(((2-methyl-4-(2-((1-methyl-1H-pyrazol-4-yl)amino)pyrimidin-4-yl)benzyl)amino)methyl)thiazole-5-carboxylic acid CC1=C(CNCC=2N=CSC2C(=O)O)C=CC(=C1)C1=NC(=NC=C1)NC=1C=NN(C1)C